C(C)OC(=O)C1=C(C=2N(C=3C=CC(=CC3C2N=C1)CN(C)C)CC(F)(F)F)Cl.NC=1N=C(SC1C(C1=CC=C(C=C1)Br)=O)N(C1=CC=C(C=C1)F)C(C(=O)N)C (N-[4-amino-5-(4-bromobenzoyl)thiazol-2-yl]-4-fluoro-anilino)propanamide ethyl-4-chloro-8-[(dimethylamino)methyl]-5-(2,2,2-trifluoroethyl)pyrido[3,2-b]indole-3-carboxylate